Creatin-EthylEster C(C)OC(=O)CN(C)C(N)=N